ClC=1C=CC(=C(C1)[C@H]1C[C@H](C1)NC(=O)C=1N=NN(C1)[C@@H](C)C=1N=C(N(C1C)C)N1C([C@@H]2C[C@@H]2C1)=O)C#N N-((cis)-3-(5-chloro-2-cyanophenyl)cyclobutyl)-1-((S)-1-(1,5-dimethyl-2-((1R,5S)-2-oxo-3-azabicyclo[3.1.0]hexan-3-yl)-1H-imidazol-4-yl)ethyl)-1H-1,2,3-triazole-4-carboxamide